C(C)(C)C1=C(NC2=CC=C(C=C12)C1CCN(CC1)C(CNC)=O)C1=CC(=NC=C1)C 1-(4-(3-isopropyl-2-(2-methylpyridin-4-yl)-1H-indol-5-yl)piperidin-1-yl)-2-(methylamino)ethan-1-one